8-Oxa-2-aza-spiro[4.5]decane-2-carboxylic acid [4-methoxy-7-(5-methyl-cyclohex-1-enyl)-thiazolo[4,5-c]pyridin-2-yl]-amide COC1=NC=C(C2=C1N=C(S2)NC(=O)N2CC1(CC2)CCOCC1)C1=CCCC(C1)C